ClC=1C=C(C=CC1CN1C(CCC1)=O)C=1CCN(CC1)C(=O)OC(C)(C)C tert-Butyl 4-(3-chloro-4-((2-oxopyrrolidin-1-yl)methyl)phenyl)-3,6-dihydropyridine-1(2H)-carboxylate